[1-(2-Trifluoromethyl-pyridin-4-yl)-azetidin-3-yl]-acetic acid Lithium hydroxide monohydrate O.[OH-].[Li+].FC(C1=NC=CC(=C1)N1CC(C1)CC(=O)O)(F)F